ClC1=C(C=CC(=C1)F)C1(CC1)C1=NOC(=N1)C1=NN(C(=C1)C(F)F)CC(=O)NC(C(=O)OC(C)(C)C)(C)C tert-butyl 2-(2-(3-(3-(1-(2-chloro-4-fluorophenyl)cyclopropyl)-1,2,4-oxadiazol-5-yl)-5-(difluoromethyl)-1H-pyrazol-1-yl)acetamido)-2-methylpropanoate